2-bromo-1,1,1-trifluorobutane BrC(C(F)(F)F)CC